C1(=CC=CC=C1)NC(C1=C(C=CC=C1)NCC1=NC=C(C=C1)C1=NOC(=N1)C(F)(F)F)=O N-phenyl-2-[({5-[5-(trifluoromethyl)-1,2,4-oxadiazol-3-yl]pyridin-2-yl}methyl)amino]benzamide